N-(5-cyclopropyl-1H-pyrazol-3-yl)-2-(6-(6-methyl-3,6-diazabicyclo[3.1.1]heptan-3-yl)pyridine-3-yl)quinazolin-4-amine C1(CC1)C1=CC(=NN1)NC1=NC(=NC2=CC=CC=C12)C=1C=NC(=CC1)N1CC2N(C(C1)C2)C